[2,5-bis(propan-2-yl)thiophen-3-yl]-1-[(1-cyclopropyl-1H-pyrazol-4-yl)[(3S)-1-methylpiperidin-3-yl]sulfamoyl]urea CC(C)C=1SC(=CC1N(C(=O)N)S(N([C@@H]1CN(CCC1)C)C=1C=NN(C1)C1CC1)(=O)=O)C(C)C